4-{[2-(4-morpholinyl)ethyl]amino}-3-(4-morpholinyl-sulfonyl)-N-phenylbenzamide N1(CCOCC1)CCNC1=C(C=C(C(=O)NC2=CC=CC=C2)C=C1)S(=O)(=O)N1CCOCC1